C(C)C=1C(=C2C(=NN(C2=CC1)C)C)NS(=O)(=O)C=1C=NN(C1)C1=CC(=NC=C1)C(F)(F)F N-(5-ETHYL-1,3-DIMETHYL-1H-INDAZOL-4-YL)-1-(2-(TRIFLUOROMETHYL)PYRIDIN-4-YL)-1H-PYRAZOLE-4-SULFONAMIDE